1,2,4,5-Tetramethylbenzen CC1=C(C=C(C(=C1)C)C)C